S1C2=C(C=C1)C(=CC=C2)[C@@H](C)NC2=NN(C(C=1C2=CN(C(C1)=O)C1CCOCC1)=O)C (R)-4-((1-(benzo[b]thiophen-4-yl)ethyl)amino)-2-methyl-6-(tetrahydro-2H-pyran-4-yl)-2,6-dihydropyrido[3,4-d]pyridazine-1,7-dione